FC1=CC(=C(C=C1)C#CCNC(OC(C)(C)C)=O)C tert-butyl N-[3-(4-fluoro-2-methyl-phenyl)prop-2-ynyl]carbamate